1-p-toluenesulfonyl-1H-pyrrolo[3,2-b]pyridine CC1=CC=C(C=C1)S(=O)(=O)N1C=CC2=NC=CC=C21